ClC1=C(C=CC=C1)CN1N=C(C=C1C1=CC=C2C=NN(C2=C1)C)CO [1-[(2-chlorophenyl)methyl]-5-(1-methyl-1H-indazol-6-yl)-1H-pyrazol-3-yl]methanol